C(=O)O.NC1=NN=C(C2=CC(=CC=C12)C=1C=C(C=CC1OC(F)F)B(O)O)C [3-(1-amino-4-methylphthalazin-6-yl)-4-(difluoromethoxy)phenyl]boronic acid formate